N,N'-[(2S,3R,4S)-1,2-Dihydroxyoctadecane-3,4-diyl]diacetamide OC[C@H]([C@@H]([C@H](CCCCCCCCCCCCCC)NC(C)=O)NC(C)=O)O